CC1CCC2C(C2(C1)C(=O)N)(C)C caranamide